FC1=CC=C(C=C1)NC(=O)N1CC2C(C1)CC(C2)(C2=C(C=CC=C2)C)O N-(4-fluorophenyl)-5-hydroxy-5-(2-methylphenyl)-octahydrocyclopenta[c]pyrrole-2-carboxamide